ClC=1N=C(C2=C(N1)C(=CS2)SC)Cl 2,4-dichloro-7-methylthiothieno[3,2-d]pyrimidine